4-(PIPERIDIN-4-YLOXY)BENZALDEHYDE HYDROCHLORIDE Cl.N1CCC(CC1)OC1=CC=C(C=O)C=C1